O=C(CCCCCCCN(CCCCCCCC(=O)OCCC12CCC(CC1)CC2)CC#CC=2SC=CN2)OCCC(CCCCC)CCCCC 2-(bicyclo[2.2.2]octan-1-yl)ethyl 8-((8-oxo-8-((3-pentyloctyl)oxy)octyl)(3-(thiazol-2-yl)prop-2-yn-1-yl)amino)octanoate